OC=1C(=C2C(C(=C(C(C2=CC1)=O)O)O)=O)O tetra-hydroxy-1,4-naphthoquinone